C12(CC(C1)C2)CNC2=C(C=NC1=C(C=C(C=C21)N[C@@H](C=2C(=NC(=CC2)F)C)C=2N=NN(C2)C2(CC2)C(F)F)C#N)C#N (S)-4-((bicyclo[1.1.1]pentan-1-ylmethyl)amino)-6-(((1-(1-(difluoromethyl)cyclopropyl)-1H-1,2,3-triazol-4-yl)(6-fluoro-2-methylpyridin-3-yl)methyl)amino)quinoline-3,8-dicarbonitrile